COC1=CC(=NC=C1)C1=NSC(=N1)NC1=NC=C(C=C1N(C(C)=O)C)C(F)(F)F N-(2-(3-(4-methoxypyridin-2-yl)-1,2,4-thiadiazol-5-ylamino)-5-(trifluoromethyl)pyridin-3-yl)-N-methylacetamide